CC(C(N1CCN(CC1)C(NC1=NC(N(C=C1)C1=CC=2CCC(CC2C=C1)=O)=O)=O)=O)(C)NC(OC(C)(C)C)=O tert-Butyl (2-methyl-1-oxo-1-(4-((2-oxo-1-(6-oxo-5,6,7,8-tetrahydronaphthalen-2-yl)-1,2-dihydropyrimidin-4-yl)carbamoyl)piperazin-1-yl)propan-2-yl)carbamate